methylpyrazole-4-carboxylic acid chromium [Cr].CC1=NNC=C1C(=O)O